3-(hydroxymethyl)-pyrrolidin-2-one OCC1C(NCC1)=O